tert-butyl 4-{5-fluoro-1H-pyrazolo[3,4-b]pyridin-3-yl}-3,6-dihydro-2H-pyridine-1-carboxylate FC=1C=C2C(=NC1)NN=C2C=2CCN(CC2)C(=O)OC(C)(C)C